N-[3-[(7-fluoro-2-formyl-2,3-dihydro-1H-inden-5-yl)oxymethyl]oxetan-3-yl]carbamic acid tert-butyl ester C(C)(C)(C)OC(NC1(COC1)COC=1C=C2CC(CC2=C(C1)F)C=O)=O